N-(4-fluoro-3-(5-fluoropyridin-2-yl)phenyl)-6-azabicyclo[3.1.1]heptane-6-carboxamide FC1=C(C=C(C=C1)NC(=O)N1C2CCCC1C2)C2=NC=C(C=C2)F